C1(=CC=CC=C1)C=1N=CC(=NC1)N 5-phenylpyrazin-2-amine